C(C)(C)(C)C1=CC(=NC=C1)N1C2=CC=CC=C2C=2C=CC(=CC12)OC1=CC(=C(C=C1)[N+](=O)[O-])C1=NC=CC=C1Cl 9-(4-(tert-butyl)pyridin-2-yl)-2-(3-(3-chloropyridin-2-yl)-4-nitrophenoxy)-9H-carbazole